FC1=C(C=C(C=C1)C)N1/C(/SCC1=O)=N/C(=O)NCOC1=CC=C(C=C1)C1=NN(C=N1)C1=CC=C(C=C1)OC(F)(F)F (Z)-1-(3-(2-fluoro-5-methylphenyl)-4-oxothiazolidin-2-ylidene)-3-((4-(1-(4-(trifluoromethoxy)phenyl)-1H-1,2,4-triazol-3-yl)phenoxy)methyl)urea